BrC1=C(C=CC(=C1)Cl)CC(=O)O 2-(2-bromo-4-chlorophenyl)acetic acid